(R)-2-hydroxy-2-phenylacetic acid piperidin-4-yl ester N1CCC(CC1)OC([C@@H](C1=CC=CC=C1)O)=O